Cl.C(C)(C)(C)N(CCO)CCO N-tert-butyldiethanolamine, hydrochloride